ClC=1C=C2C=C(NC2=CC1)CNC(N(C)C1CN(CCC1)C(C(C)C1(CCC1)O)=O)=O 3-[(5-chloro-1H-indol-2-yl)methyl]-1-{1-[2-(1-hydroxycyclobutyl)propanoyl]piperidin-3-yl}-1-methylurea